C(C)C1=NN=C2N1C1=C(C(=C(C=C1NC2(C)C)F)C2=C1C=CNC1=CC(=C2)F)C 1-ethyl-7-fluoro-8-(6-fluoro-1H-indol-4-yl)-4,4,9-trimethyl-5H-[1,2,4]triazolo[4,3-a]quinoxaline